4-(2-fluoro-6-methoxyphenyl)-N-(5-((5-(1-hydroxycyclopropyl)pyridin-2-yl)methoxy)-1,3,4-thiadiazol-2-yl)-6-methylnicotinamide FC1=C(C(=CC=C1)OC)C1=CC(=NC=C1C(=O)NC=1SC(=NN1)OCC1=NC=C(C=C1)C1(CC1)O)C